(S)-6-((1-(4-chloro-3-fluorophenyl)ethyl)amino)-3-(1H-indazol-6-yl)-4H-pyrano[2,3-c]pyridin-4-one ClC1=C(C=C(C=C1)[C@H](C)NC=1C=C2C(=CN1)OC=C(C2=O)C2=CC=C1C=NNC1=C2)F